OC[C@H](C1=CC=CC=C1)NC1=CC(=NC=C1C1=NC(=NO1)C(C)(C)O)NC=1C=C2C(NC(C2=CC1)=O)C 5-((4-(((S)-2-hydroxy-1-phenylethyl)amino)-5-(3-(2-hydroxypropan-2-yl)-1,2,4-oxadiazol-5-yl)pyridin-2-yl)amino)-3-methylisoindolin-1-one